[Zn].[Ag].[Pb] lead silver zinc